7-(1-Benzylpiperidin-3-yl)-2-methyl-3-(pyrrolidin-1-yl)pyrazolo[1,5-a]pyrimidine C(C1=CC=CC=C1)N1CC(CCC1)C1=CC=NC=2N1N=C(C2N2CCCC2)C